Cl.S1C(=CC=C1)C=1N=NN(C1)CC1=CC=C(C=C1)C1=NOC(=N1)C1N(CCC1)C(N)=N (3-(4-((4-(Thiophen-2-yl)-1H-1,2,3-triazol-1-yl)methyl)phenyl)-1,2,4-oxadiazol-5-yl)-pyrrolidine-1-carboximidamide hydrochloride